1-[4-[5-(trifluoromethyl)pyrimidin-2-yl]piperazin-1-yl]prop-2-en-1-one FC(C=1C=NC(=NC1)N1CCN(CC1)C(C=C)=O)(F)F